C(CCC)OC=1C=C(C=CC1)CCC[C@@H](C(=O)O)N1CCN(CCN(CCN(CC1)[C@H](C(=O)[O-])CO)[C@H](C(=O)[O-])CO)[C@H](C(=O)[O-])CO.[Gd+3].FC(C=1C=C2C=CC(C2=CC1)=O)(F)F 5-(trifluoromethyl)inden-1-one gadolinium (2S,2'S,2''S)-2,2',2''-{10-[(1S)-4-(3-butoxyphenyl)-1-carboxybutyl]-1,4,7,10-tetraazacyclododecane-1,4,7-triyl}tris(3-hydroxypropanoate)